CC=1C=CC(=NC1)O[C@@H]1CN(CC1)C1=C(C=C(C=C1)C1=CC=CC=C1)CO (S)-(4-(3-(5-methylpyridin-2-yloxy)pyrrolidin-1-yl)biphenyl-3-yl)methanol